FC=1C(=CC2=C(OCCO2)C1)C(=O)O 7-fluoro-2,3-dihydrobenzo[b][1,4]dioxine-6-carboxylic acid